2-(1,3-dioxolan-2-yl)-3-(4-(trifluoromethyl)piperidin-2-yl)pyridine O1C(OCC1)C1=NC=CC=C1C1NCCC(C1)C(F)(F)F